methyl 5-(methylamino)-3-[4-(3-methyl-3,8-diazabicyclo[3.2.1]octan-8-yl)anilino]-6-(3-methylimidazo[4,5-c]pyridin-7-yl)pyrazine-2-carboxylate CNC=1N=C(C(=NC1C=1C2=C(C=NC1)N(C=N2)C)C(=O)OC)NC2=CC=C(C=C2)N2C1CN(CC2CC1)C